distearyl(3,5-di-tertiary-butyl-4-hydroxybenzyl)phosphonate C(CCCCCCCCCCCCCCCCC)OP(OCCCCCCCCCCCCCCCCCC)(=O)CC1=CC(=C(C(=C1)C(C)(C)C)O)C(C)(C)C